BrC=1C(=CC=2C3=C(C(NC2C1F)=O)N=CN3C3CN(CC3)C(=O)OC(C)(C)C)Cl tert-butyl 3-(7-bromo-8-chloro-6-fluoro-4-oxo-4,5-dihydro-1H-imidazo[4,5-c]quinolin-1-yl)pyrrolidine-1-carboxylate